C1=NC=CC2=CC=C(C=C12)C1=CC=2C(=NC=C3C=CC(N(C23)C2=CC(=C(C=C2)N2CCNCC2)C(F)(F)F)=O)C=C1 9-(isoquinolin-7-yl)-1-(4-(piperazin-1-yl)-3-(trifluoromethyl)phenyl)benzo[h][1,6]Naphthyridin-2(1H)-one